N-(3-methoxyphenyl)-N-methyl-1-(4-(5-(trifluoromethyl)-1,2,4-oxadiazol-3-yl)phenyl)-1H-pyrazole-4-sulfonamide COC=1C=C(C=CC1)N(S(=O)(=O)C=1C=NN(C1)C1=CC=C(C=C1)C1=NOC(=N1)C(F)(F)F)C